BrC1=C(C=CC(=C1)C)OC(CC)=O.FC(S(=O)(=O)C1=CC=C(C=C1)CN1CCC2(CN(C2)C=O)CC1)(F)F [7-[[4-(trifluoromethylsulfonyl)phenyl]methyl]-2,7-diazaspiro[3.5]nonan-2-yl]methanone (2-Bromo-4-methyl-phenyl)propanoate